ClC=1C=C(C=CC1C(CO)(C)C)NC1=NC=C(C(=N1)N[C@H](CO)C1=CC=CC=C1)C(=O)OCC 1-ethyl 2-{[3-chloro-4-(2-hydroxy-1,1-dimethylethyl)phenyl]amino}-4-{[(1S)-2-hydroxy-1-phenylethyl]amino}pyrimidine-5-carboxylate